tert-butyl 2-[3-(6-bromo-7-fluoro-1-oxo-2-isoquinolyl)propyl]pyrazolidine-1-carboxylate BrC=1C=C2C=CN(C(C2=CC1F)=O)CCCN1N(CCC1)C(=O)OC(C)(C)C